4-(4-(1-(2-(4-chlorophenyl)-2,2-difluoroacetyl)piperidin-4-yl)piperazin-1-yl)-2-(2,6-dioxopiperidin-3-yl)isoindoline-1,3-dione ClC1=CC=C(C=C1)C(C(=O)N1CCC(CC1)N1CCN(CC1)C1=C2C(N(C(C2=CC=C1)=O)C1C(NC(CC1)=O)=O)=O)(F)F